BrC1=CC=C(C=C1)C(C(F)(F)F)(C(F)(F)F)C1=CC=C(C=C1)Br 2,2-bis(4-bromophenyl)hexafluoropropane